glycerol stearate dipalmitate C(CCCCCCCCCCCCCCC)(=O)OC(COC(CCCCCCCCCCCCCCCCC)=O)COC(CCCCCCCCCCCCCCC)=O